C(C)(C)(C)OC(=O)N1C2(CN(C2=O)CC2=CC=C(C=C2)OC)C[C@H](C1)OS(=O)(=O)C1=CC=C(C)C=C1.C1(=CC=CC=C1)N1NC(=CC1)C1=CC=C(C=C1)N(C)C 1-phenyl-3-(p-dimethylaminophenyl)pyrazoline tert-butyl-(7R)-2-(4-methoxybenzyl)-1-oxo-7-(tosyloxy)-2,5-diazaspiro[3.4]octane-5-carboxylate